(1S)-5-chloroindan-1-amine ClC=1C=C2CC[C@@H](C2=CC1)N